(2,5-dimethyl-4-{[3-(pentafluoroethoxy)phenyl]thio}phenyl)-N-ethyl-N-methylformamidine CC1=C(C=C(C(=C1)SC1=CC(=CC=C1)OC(C(F)(F)F)(F)F)C)C(=N)N(C)CC